FC=1C=CC2=C(CCO2)C1CNC1=NC=C(C=2N1C=NN2)C=2C=1N(C(=CC2)C2(CC2)O)N=CN1 1-[8-(5-{[(5-fluoro-2,3-dihydro-1-benzofuran-4-yl)methyl]amino}-[1,2,4]triazolo[4,3-c]pyrimidin-8-yl)-[1,2,4]triazolo[1,5-a]pyridin-5-yl]cyclopropan-1-ol